C(C)(C)(C)CC(=O)O tertiary butyl-acetic acid